C(C)(=O)O.C(C=CCCC)=O 2-hexenal acetate